ClC1=CC=C(C(=N1)C(=O)NS(=O)(=O)C)N[C@H](C)C=1C=C(C=C2C(N(C(=NC12)N1C[C@H](CC1)OC=1N=NC(=CC1)C)C)=O)C 6-chloro-3-(((R)-1-(3,6-dimethyl-2-((S)-3-((6-methylpyridazin-3-yl)oxy)pyrrolidin-1-yl)-4-oxo-3,4-dihydroquinazolin-8-yl)ethyl)amino)-N-(methylsulfonyl)picolinamide